CC1(CC1)NC(O[C@H]1C[C@H](CC1)C=1NN=C(C1)NC(COC1=C(C(=CC(=C1)OC)O)/C=N/CC)=O)=O (1R,3S)-3-[5-(2-{2-[(1E)-(ethylimino)methyl]-3-hydroxy-5-methoxyphenoxy}acetamido)-2H-pyrazol-3-yl]cyclopentyl N-(1-methylcyclopropyl)carbamate